6-ethynyl-2,3-dihydro-isoindol-1-one C(#C)C1=CC=C2CNC(C2=C1)=O